7-(chloromethyl)-6-fluoro-1-methyl-5H-pyrazolo[4,3-C]quinolin-4-one ClCC=1C=CC=2C3=C(C(NC2C1F)=O)C=NN3C